ClC1=CC=C2C(=C1NC1=NC=NC3=CC(=CC(=C13)OC1CCOCC1)OCCN1CCN(CC1)C)OCO2 4-(6-chloro-2,3-methylenedioxyphenylamino)-7-[2-(4-methylpiperazin-1-yl)ethoxy]-5-tetrahydropyran-4-yloxyquinazoline